C(C)(C)(C)OC(=O)N1C[C@@H](CCC1)NC=1N=NC(=C(C1)C(C)C)Cl (R)-3-((6-chloro-5-isopropylpyridazin-3-yl)amino)piperidine-1-carboxylic acid tert-butyl ester